2-(1-benzyl-5-oxopyrrolidin-2-yl)-N-(2-phenylethyl)acetamid C(C1=CC=CC=C1)N1C(CCC1=O)CC(=O)NCCC1=CC=CC=C1